F[C@@H]1[C@@H]2CCC[C@H](C[C@H]1C(=C)C=1N=NC(=CN1)C=1C(=CC(=NC1)N1C=NC=C1)O)N2 5-(3-(1-((1S,2S,3S,5R)-2-fluoro-9-azabicyclo[3.3.1]nonan-3-yl)vinyl)-1,2,4-triazin-6-yl)-2-(1H-imidazol-1-yl)pyridin-4-ol